COC1=C(C=CC=C1O)NC(=S)N N-(2-methoxy-3-hydroxyphenyl)thiourea